C(C1=CC=CC=C1)OC1=CC=2N(C=C1C(=O)OC1=CC=CC=C1)C=C(N2)C(C)(C)C phenyl 7-(benzyloxy)-2-(tert-butyl)imidazo[1,2-a]pyridine-6-carboxylate